2-[1-(2,2-difluoroethyl)-1H-pyrazolo[3,4-b]pyrazin-6-yl]-6-({[2-(trifluoromethyl)pyridin-3-yl]oxy}methyl)-2-azaspiro[3.3]heptane FC(CN1N=CC=2C1=NC(=CN2)N2CC1(C2)CC(C1)COC=1C(=NC=CC1)C(F)(F)F)F